C(#N)C=1C=C(C=NC1N1N=CC=N1)NC(=O)C1CC(C2=C1C=NC=1N2N=C(C1)C(F)F)(C)C N-(5-cyano-6-(2H-1,2,3-triazol-2-yl)pyridin-3-yl)-2-(difluoromethyl)-8,8-dimethyl-7,8-dihydro-6H-cyclopenta[e]pyrazolo[1,5-a]pyrimidine-6-carboxamide